4-((3,5-difluoro-4-((2-(trifluoromethyl)pyridin-4-yl)oxy)benzyl)oxy)-6-methoxy-1-methylpyrimidin-2(1H)-one FC=1C=C(COC2=NC(N(C(=C2)OC)C)=O)C=C(C1OC1=CC(=NC=C1)C(F)(F)F)F